(S)-3-((Z)-2-(2-aminothiazol-4-yl)-2-(((R)-2-((2-(azetidin-3-ylamino) quinolin-6-yl) oxy)-1-(2H-tetrazol-5-yl) ethoxy) imino) acetamido)-2,2-dimethyl-4-oxoazetidin-1-yl hydrogensulfate S(=O)(=O)(O)ON1C([C@@H](C1=O)NC(\C(=N/O[C@@H](COC=1C=C2C=CC(=NC2=CC1)NC1CNC1)C=1N=NNN1)\C=1N=C(SC1)N)=O)(C)C